ClC1=C(C=C(COC2=CC=C3CCN(CC3=C2)CC2=NC3=C(N2C[C@H]2OCC2)C=C(C=C3)C(=O)O)C=C1)F (S)-2-((7-((4-chloro-3-fluorobenzyl)oxy)-3,4-dihydroisoquinolin-2(1H)-yl)methyl)-1-((oxetan-2-yl)methyl)-1H-benzo[d]imidazole-6-carboxylic acid